CN(C)CCOCCOCCN(CCCCCCCC(=O)OCCCC(CCCCC)CCCCC)CCCCCCCC(OCCCC(CCCCC)CCCCC)=O 4-pentylnonyl 2-methyl-11-(8-oxo-8-((4-pentylnonyl)oxy) octyl)-5,8-dioxa-2,11-diazanonadecan-19-oate